17-{(S)-1-Carboxy-3-[2-(2-{[2-(2-{[2-(2-bromoacetylamino)ethylcarbamoyl]methoxy}-ethoxy)ethylcarbamoyl]methoxy}ethoxy)ethylcarbamoyl]propylcarbamoyl}heptadecanoic acid C(=O)(O)[C@H](CCC(NCCOCCOCC(NCCOCCOCC(NCCNC(CBr)=O)=O)=O)=O)NC(=O)CCCCCCCCCCCCCCCCC(=O)O